CC1(C2=C(B(O1)O)C=CC(=C2)NC2=NC=C(C(=N2)NC(CC)CC)C)C 3,3-dimethyl-5-((5-methyl-4-(pentan-3-ylamino)pyrimidin-2-yl)amino)benzo[c][1,2]oxaborol-1(3H)-ol